tert-Butyl 5-[[[6-[[2-chloro-6-[3-[2-[1-(trifluoromethyl)cyclopropyl]ethoxy] pyrazol-1-yl]pyridine-3-carbonyl]sulfamoyl]-2-pyridyl]amino]methyl]-2,2-dimethyl-pyrrolidine-1-carboxylate ClC1=NC(=CC=C1C(=O)NS(=O)(=O)C1=CC=CC(=N1)NCC1CCC(N1C(=O)OC(C)(C)C)(C)C)N1N=C(C=C1)OCCC1(CC1)C(F)(F)F